6-(7,8-dimethyl-[1,2,4]triazolo[4,3-b]pyridazin-6-yl)-N-(1-methyl-1H-indazol-3-yl)-5,6,7,8-tetrahydro-1,6-naphthyridin-3-amine CC1=C(C=2N(N=C1N1CC=3C=C(C=NC3CC1)NC1=NN(C3=CC=CC=C13)C)C=NN2)C